NC1=NC=CC(=C1N)N1CC2CCC(C1)N2C(=O)[C@H]2[C@@H](C2)F (3-(2,3-diaminopyridin-4-yl)-3,8-diazabicyclo[3.2.1]oct-8-yl)((1S,2R)-2-fluorocyclopropyl)methanone